[Cl-].C[N+](CCOCCOC1=CC=C(C=C1)C(CC(C)(C)C)(C)C)(C)CC1=CC=CC=C1 N,N-dimethyl-N-[2-[2-[p-(1,1,3,3-tetramethylbutyl)phenoxy]ethoxy]ethyl]-benzylammonium chloride